5-((4-(7-chloro-[1,2,4]triazolo[1,5-a]pyridin-6-yl)piperidin-1-yl)sulfonyl)-2-methyloxazole ClC1=CC=2N(C=C1C1CCN(CC1)S(=O)(=O)C1=CN=C(O1)C)N=CN2